C(N)(=N)C=1C=C(SC1)CNC(=O)[C@H]1N(CC2(OCCO2)C1)C(CNC(=O)C1=CC=C(C=C1)C=1C(=CC(=CC1)F)C(=O)O)=O (S)-4'-((2-(8-(((4-carbamimidoylthiophen-2-yl)methyl)carbamoyl)-1,4-dioxa-7-azaspiro[4.4]nonan-7-yl)-2-oxoethyl)carbamoyl)-4-fluoro-[1,1'-biphenyl]-2-carboxylic acid